2,6-dimethyl-4-cyanopyridine CC1=NC(=CC(=C1)C#N)C